3-Oxopropionic acid ethyl ester C(C)OC(CC=O)=O